N-[4-(4-bromo-1H-pyrazol-1-yl)-3-sulfamoylphenyl]-2-(2-chloropyridin-3-yl)acetamide BrC=1C=NN(C1)C1=C(C=C(C=C1)NC(CC=1C(=NC=CC1)Cl)=O)S(N)(=O)=O